7-[(3S)-3-(morpholin-4-ylmethyl)-1,2,3,4-tetrahydroisoquinoline-2-carbonyl]-1,2,3,4-tetrahydroisoquinoline-2-carboxylic acid tert-butyl ester C(C)(C)(C)OC(=O)N1CC2=CC(=CC=C2CC1)C(=O)N1CC2=CC=CC=C2C[C@H]1CN1CCOCC1